S1C2=C(C=C1)C(=CC=C2)N2CCN(CC2)CCC2(CCC(CC2)NC(N(C)C)=O)F 3-(Cis-4-(2-(4-(benzo[b]thiophen-4-yl)piperazin-1-yl)ethyl)-4-fluorocyclohexyl)-1,1-dimethylurea